N-(3-fluoro-4-hydroxyphenyl)acetamide tert-butyl-3-(6-amino-8-(2-chloropyridin-3-yl)octyloxy)azetidine-1-carboxylate C(C)(C)(C)OC(=O)N1CC(C1)OCCCCCC(CCC=1C(=NC=CC1)Cl)N.FC=1C=C(C=CC1O)NC(C)=O